C(CCC)(=O)OCC(NCC1=CC(=C(C=C1)OC)OC)=O (3,4-dimethoxy-benzylcarbamoyl)-methyl butyrate